2,4-difluoro-3-iodo-1,5-dimethoxybenzene FC1=C(C=C(C(=C1I)F)OC)OC